CC1=CC=C(C=C1)N1C(N(C(C1=O)=O)CC1=NC(=NO1)C1=CSC=C1)=O 1-(4-methylphenyl)-3-{[3-(thiophen-3-yl)-1,2,4-oxadiazol-5-yl]-methyl}imidazolidine-2,4,5-trione